(Ra)-6-(1-((R)-1-(4-((1R,5S)-3-azabicyclo[3.1.0]hexan-3-yl)phenyl)ethyl)-4-chloro-1H-indazole-7-carboxamido)spiro[3.3]heptane-2-carboxylic acid [C@@H]12CN(C[C@H]2C1)C1=CC=C(C=C1)[C@@H](C)N1N=CC2=C(C=CC(=C12)C(=O)NC1CC2(CC(C2)C(=O)O)C1)Cl